1-[2-(aminomethyl)-3,3-difluoro-allyl]-4-[4-(1,3-benzodioxol-5-yl)phenyl]tetrazol-5-one NCC(CN1N=NN(C1=O)C1=CC=C(C=C1)C1=CC2=C(OCO2)C=C1)=C(F)F